ClC=1C=2C(N=C3N(C2C=CC1)C1=CC(=CC=C1C31CCCCC1)C1CCNCC1)=O 4'-chloro-10'-(piperidin-4-yl)-5'H-spiro[cyclohexane-1,7'-indolo[1,2-a]quinazolin]-5'-one